COCOC1=CC(=C2C=NN(C2=C1C#N)CC1=CC=C(C=C1)OC)N1CCCC1 6-(methoxymethoxy)-1-[(4-methoxyphenyl)methyl]-4-(pyrrolidin-1-yl)-1H-indazole-7-carbonitrile